3-(2-hydroxy-prop-2-yl)-N-(4-methyl-3-(2-(methylamino)-8,9-dihydroimidazo[1',2':1,6]pyrido[2,3-d]pyrimidin-6-yl)phenyl)benzamide OC(C)(C)C=1C=C(C(=O)NC2=CC(=C(C=C2)C)C2=CC3=C(N=C(N=C3)NC)N3C2=NCC3)C=CC1